(+-)-4-(dodecylthio)-4-(2,6,6-trimethylcyclohex-1-en-1-yl)butan-2-one C(CCCCCCCCCCC)S[C@H](CC(C)=O)C1=C(CCCC1(C)C)C |r|